2,3,4-trifluorocinnamic acid FC1=C(C=CC(=O)O)C=CC(=C1F)F